N-[1-(2-pyrimidin-2-yl-1,2,4-triazol-3-yl)ethyl]-5,7-bis(trifluoromethyl)-1,2-benzoxazol-3-amine N1=C(N=CC=C1)N1N=CN=C1C(C)NC1=NOC2=C1C=C(C=C2C(F)(F)F)C(F)(F)F